tert-butyl (S)-4-(7-bromo-2-((tetrahydro-1H-pyrrolizin-7a(5H)-yl)methoxy)-1,5-naphthyridin-4-yl)-2-(cyanomethyl)piperazine-1-carboxylate BrC1=CN=C2C(=CC(=NC2=C1)OCC12CCCN2CCC1)N1C[C@@H](N(CC1)C(=O)OC(C)(C)C)CC#N